(2S)-4-(N-(tert-butoxycarbonyl)-4,4,4-trifluorobutylsulfonimidoyl)-2-((tert-butoxycarbonyl)amino)butanoic acid C(C)(C)(C)OC(=O)N=S(=O)(CCCC(F)(F)F)CC[C@@H](C(=O)O)NC(=O)OC(C)(C)C